imidazo[2,1-f][1,2,4]triazin-4(3H)-one formate C(=O)O.N=1N2C(C(NC1)=O)=NC=C2